(2R)-4-[6-[3-(5-chloro-2,4-difluoro-phenyl)-1H-pyrazol-4-yl]-1,5-naphthyridin-3-yl]piperazine-2-carboxylic acid ClC=1C(=CC(=C(C1)C1=NNC=C1C=1N=C2C=C(C=NC2=CC1)N1C[C@@H](NCC1)C(=O)O)F)F